5-(4'-fluoro-[1,1'-biphenyl]-2-yl)-3-methylenedihydrofuran-2(3H)-one FC1=CC=C(C=C1)C1=C(C=CC=C1)C1CC(C(O1)=O)=C